4-Chloro-1-((4-(1,1-difluoroethyl)phenyl)sulfonyl)-3-(3,3,4,4-tetrafluoropyrrolidin-1-yl)-1H-indazole ClC1=C2C(=NN(C2=CC=C1)S(=O)(=O)C1=CC=C(C=C1)C(C)(F)F)N1CC(C(C1)(F)F)(F)F